(S)-4-((1-(8-(2-ethoxypyrimidin-5-yl)-1-oxo-2-phenyl-1,2-dihydroisoquinolin-3-yl)ethyl)amino)pyrido[2,3-d]pyrimidin-5(8H)-one C(C)OC1=NC=C(C=N1)C=1C=CC=C2C=C(N(C(C12)=O)C1=CC=CC=C1)[C@H](C)NC=1C2=C(N=CN1)NC=CC2=O